ClC1=CC(=C(COC2=NC(=NC=C2)C2=CC(=C(CC3=NC4=C(N3C[C@H]3OCC3)C(=C(C=C4)C(=O)O)F)C=C2)F)C=C1)F (S)-2-(4-(4-((4-chloro-2-fluorobenzyl)oxy)pyrimidin-2-yl)-2-fluorobenzyl)-7-fluoro-1-(oxetan-2-ylmethyl)-1H-benzo[d]imidazole-6-carboxylic acid